C(C)OC(CN1C(/C(/C2=CC=CC=C12)=C/[N+](=O)[O-])=O)=O (E)-2-(3-(nitromethylene)-2-oxoindolin-1-yl)acetic acid ethyl ester